C12C(C3CC(CC(C1)C3)C2)NC=2NC(/C(/N2)=C/C2=CC3=C(N=CS3)C=C2)=O (4Z)-2-(2-Adamantylamino)-4-(1,3-benzothiazol-6-yl-methylene)-1H-imidazol-5-one